(1R,2S)-2-(fluoromethyl)-N-(8-(methylamino)-5-(5-morpholinobenzo[d]oxazol-2-yl)-2,7-naphthyridin-3-yl)cyclopropane-1-carboxamide FC[C@@H]1[C@@H](C1)C(=O)NC=1N=CC2=C(N=CC(=C2C1)C=1OC2=C(N1)C=C(C=C2)N2CCOCC2)NC